O=S.[Y] Yttrium oxysulfid